N'-hydroxy-3-methyl-1,2-benzoxazole-6-carboxamidine ON=C(N)C1=CC2=C(C(=NO2)C)C=C1